(2R,3R,4R,5R,6R)-5-acetamido-2-(acetoxymethyl)-6-((3-oxo-1-phenyl-2,7,10-trioxa-4-azadodecan-12-yl)oxy)tetrahydro-2H-pyran-3,4-diyl diacetate C(C)(=O)O[C@H]1[C@H](O[C@H]([C@@H]([C@H]1OC(C)=O)NC(C)=O)OCCOCCOCCNC(OCC1=CC=CC=C1)=O)COC(C)=O